Propanolate C(CC)[O-]